trans-N-benzyl-2-(benzyloxy)-4,4-difluorocyclohexan-1-amine C(C1=CC=CC=C1)N[C@H]1[C@@H](CC(CC1)(F)F)OCC1=CC=CC=C1